6-{[(Cyclopentylmethyl)amino]methyl}-2-{6-cyclopropyl-4-[4-fluoro-2-(4-methyl-1,2,4-triazol-3-yl)phenyl]pyridin-2-yl}-3H-isoindol-1-one C1(CCCC1)CNCC1=CC=C2CN(C(C2=C1)=O)C1=NC(=CC(=C1)C1=C(C=C(C=C1)F)C1=NN=CN1C)C1CC1